OC(CCCCCCCCC(=O)O)CC=CCC=CC 10-hydroxyheptadeca-12,15-dienoic acid